tert-butyl 3-bromo-2-((tert-butoxycarbonyl)oxy)-6-((2,2,2-trifluoroethoxy)methyl)benzoate BrC=1C(=C(C(=O)OC(C)(C)C)C(=CC1)COCC(F)(F)F)OC(=O)OC(C)(C)C